CC1=NN(C(=C1)C)C=1N=C(C2=C(N1)C=CN2C)NC2=CC=C(C=C2)CC 2-(3,5-dimethyl-1H-pyrazol-1-yl)-N-(4-ethylphenyl)-5-methyl-5H-pyrrolo[3,2-d]pyrimidin-4-amine